1-(4-p-formylphenoxymethylenebenzyl)-3-methylimidazole thiocyanate [S-]C#N.C(=O)C1=CC=C(OC=C2CC=C(CN3CN(C=C3)C)C=C2)C=C1